4-(1-(2-oxa-5-azabicyclo[2.2.1]heptan-5-yl)ethyl)benzoic acid methyl ester COC(C1=CC=C(C=C1)C(C)N1C2COC(C1)C2)=O